triethanolamine decyl-glycolate C(CCCCCCCCC)C(C(=O)O)O.N(CCO)(CCO)CCO